(2S)-2-[4-bromo-2-(2H-1,2,3-triazol-4-yl)phenoxy]propionic acid BrC1=CC(=C(O[C@H](C(=O)O)C)C=C1)C1=NNN=C1